2-((2-(aminomethyl)thiazol-5-yl)oxy)ethan-1-ol NCC=1SC(=CN1)OCCO